1-((1-(3-methoxy-4-nitrophenyl) piperidin-4-yl) methyl)Benzyl carbamate C(N)(OCC1(CC=CC=C1)CC1CCN(CC1)C1=CC(=C(C=C1)[N+](=O)[O-])OC)=O